O=C1NC(CC[C@@H]1C=1C=C2CCN(CC2=CC1)CC(=O)OC(C)(C)C)=O |r| rac-tert-butyl 2-{6-[(3R)-2,6-dioxopiperidin-3-yl]-3,4-dihydro-1H-isoquinolin-2-yl}acetate